1-(5-Fluoro-3-methoxy-6-methylpyridin-2-yl)piperazine FC=1C=C(C(=NC1C)N1CCNCC1)OC